FC=1C=C(C=C(C1)F)C1CC=NN1C(=O)C1CCNC2(CC2)C1 (5-(3,5-difluorophenyl)-4,5-dihydro-1H-pyrazol-1-yl)(4-azaspiro[2.5]oct-7-yl)methanone